3,6-difluoro-2-hydroxyphenylboric acid FC=1C(=C(C(=CC1)F)OB(O)O)O